rac-(4-(benzyloxy)-6-chloro-2-methylpyridin-3-yl)(imino)(methyl)-λ6-sulfanone C(C1=CC=CC=C1)OC1=C(C(=NC(=C1)Cl)C)[S@](=O)(C)=N |r|